1,6-diethyl adipate C(CCCCC(=O)OCC)(=O)OCC